tert-butyl (R)-3-((4-(2-hydroxy-4-methylphenyl) phthalazin-1-yl)amino)piperidine-1-carboxylate OC1=C(C=CC(=C1)C)C1=NN=C(C2=CC=CC=C12)N[C@H]1CN(CCC1)C(=O)OC(C)(C)C